4-(pyridine-4-yl)pyrimidine-2-thiol N1=CC=C(C=C1)C1=NC(=NC=C1)S